(R)-4-(3-(3-Aminopiperidin-1-carbonyl)-1-(2-fluoro-4-(piperidin-1-yl)phenyl)-1H-pyrazol-5-yl)-2-fluorobenzonitril N[C@H]1CN(CCC1)C(=O)C1=NN(C(=C1)C1=CC(=C(C#N)C=C1)F)C1=C(C=C(C=C1)N1CCCCC1)F